CCCOCC[N+](C)(C)C 3-propylcholine